(3S,4S)-3-amino-4-hydroxy-pyrrolidine-1-carboxylic acid tert-butyl ester C(C)(C)(C)OC(=O)N1C[C@@H]([C@H](C1)O)N